FC(OC1=CC=C(C(=O)N2CCC(CC2)C2=C3C(=NC=C2)NC(=N3)C32CC(C3)(C2)C(=O)O)C=C1)(F)F 3-[7-[1-[4-(trifluoromethoxy)benzoyl]-4-piperidyl]-3H-imidazo[4,5-b]pyridin-2-yl]bicyclo[1.1.1]pentane-1-carboxylic acid